methyl-O-methyl-L-serine hydrochloride Cl.CN[C@@H](COC)C(=O)O